C1(CC1)N1N=C(C=C1)C=1N(C(=C(C(N1)=O)CC1=CC(=C(C=C1)C1=C(C(=NC=C1)F)C)F)O)C1=C(C=CC=C1CC)CC (1-cyclopropyl-1H-pyrazol-3-yl)-1-(2,6-diethylphenyl)-5-(3-fluoro-4-(2-fluoro-3-methylpyridin-4-yl)benzyl)-6-hydroxypyrimidin-4(1H)-one